BrC1=C2C=C(C(=NC2=CC(=C1)C)CO)C1=CC=C(C=C1)F (5-bromo-3-(4-fluorophenyl)-7-methylquinolin-2-yl)methanol